C(C)(C)C1=CC=C2CCC(C2=C1OCOC)C 6-isopropyl-7-(methoxymethoxy)-1-methyl-2,3-dihydro-1H-indene